CS(=O)(=O)CCCN1C(CNCC1)C 1-(3-methanesulfonylpropyl)-2-methylpiperazine